[Te-2].[Cr+3].[Te-2].[Te-2].[Cr+3] CHROMIUM TELLURIDE